5-(cyclopropylamino)-3-(4-fluoro-2-methyl-phenoxy)-6-(trifluoromethyl)pyridazine-4-carboxylic acid methyl ester COC(=O)C1=C(N=NC(=C1NC1CC1)C(F)(F)F)OC1=C(C=C(C=C1)F)C